C(C)(C)(C)C1OC2=C(C(N3[C@@H]1CNCC3)=O)C(=NC(=C2Cl)Cl)N2CC(CC2(C)C)N2CC(CC2)(F)F tert-butyl-(6aR)-3,4-dichloro-1-(3,3-difluoro-5',5'-dimethyl-[1,3'-bipyrrolidin]-1'-yl)-12-oxo-6a,7,9,10-tetrahydro-6H-pyrazino[2,1-c]pyrido[3,4-f][1,4]oxazepine